(2-(4-bromophenyl)-1H-imidazol-4-yl) (3,4,5-trimethoxyphenyl) ketone COC=1C=C(C=C(C1OC)OC)C(=O)C=1N=C(NC1)C1=CC=C(C=C1)Br